ClC=1C=CC(=NC1)C=1C=C(C(N(N1)C1=CC(=CC=C1)F)=O)C(=O)N[C@H](CO)C 6-(5-Chloropyridin-2-yl)-2-(3-fluorophenyl)-N-[(2S)-1-hydroxypropan-2-yl]-3-oxo-2,3-dihydropyridazine-4-carboxamide